C1(CCCC1)OC1=C(C=CC=C1)C1(CC1)C#N 1-(2-(cyclopentyloxy)phenyl)cyclopropane-1-carbonitrile